2-[4-(5-{1-[(6,7-dimethoxy-2-methylquinazolin-4-yl)amino]ethyl}thiophen-2-yl)-1H-pyrazol-1-yl]ethanol COC=1C=C2C(=NC(=NC2=CC1OC)C)NC(C)C1=CC=C(S1)C=1C=NN(C1)CCO